Amino-4-guanidinobutane NCCCCNC(=N)N